N-methoxy-pyridine-2-sulfonamide CONS(=O)(=O)C1=NC=CC=C1